5'H-spiro[oxacyclobutane-3,4'-pyrrolo[1,2-a][1,4]diazepine]-1'-one C1(C=2N(CC3(C=N1)COC3)C=CC2)=O